C1(CC1)C=1N=CC=2C3=C(C=C(C2C1)S(=O)(=O)NCC(C)C)[C@@H](C[C@H]3NC3=CC(=CC=C3)C=3OC(=NN3)C)NC3=CC(=CC=C3)C=3OC(=NN3)C |r| trans-(7RS,9RS)-3-cyclopropyl-7,9-bis[3-(5-methyl-1,3,4-oxadiazol-2-yl)anilino]-N-(2-methylpropyl)-8,9-dihydro-7H-cyclopenta[h]isoquinoline-5-sulfonamide